N1=NNNC1 Tetrazolin